3-((3-(4-(2-(isobutylsulfonyl)phenoxy)-3-(trifluoromethyl)phenyl)-1,2,4-oxadiazol-5-yl)methyl)imidazolidine-2,4-dione C(C(C)C)S(=O)(=O)C1=C(OC2=C(C=C(C=C2)C2=NOC(=N2)CN2C(NCC2=O)=O)C(F)(F)F)C=CC=C1